C(#N)C1=C(C=C(C=C1)N1C(N(C(C1=O)(C)C)C1=CC(=C(C(=O)OCC2CC2)C=C1)F)=S)C(F)(F)F cyclopropylmethyl 4-(3-(4-cyano-3-(trifluoromethyl) phenyl)-5,5-dimethyl-4-oxo-2-thioxoimidazolidin-1-yl)-2-fluorobenzoate